4-(((R)-2-methoxypropyl)(4-(5,6,7,8-tetrahydro-1,8-naphthyridin-2-yl)butyl)amino)-2-((6-phenylpyrimidin-4-yl)amino)butanoic acid CO[C@@H](CN(CCC(C(=O)O)NC1=NC=NC(=C1)C1=CC=CC=C1)CCCCC1=NC=2NCCCC2C=C1)C